(2S,3R,4R,5S,6R)-2-[4-chloro-3-[[4-(1-cyclopropyloxyethoxy)phenyl]-methyl]phenyl]-6-(hydroxymethyl)oxane-3,4,5-triol ClC1=C(C=C(C=C1)[C@@H]1O[C@@H]([C@H]([C@@H]([C@H]1O)O)O)CO)CC1=CC=C(C=C1)OC(C)OC1CC1